bis(trifluoromethyl)benzenesulfonic acid FC(F)(F)C=1C(=C(C=CC1)S(=O)(=O)O)C(F)(F)F